1-(3-bromophenyl)-3-(4-((6,7-dimethoxyquinolin-4-yl)amino)phenyl)urea BrC=1C=C(C=CC1)NC(=O)NC1=CC=C(C=C1)NC1=CC=NC2=CC(=C(C=C12)OC)OC